C(CCCCC)C1C2C=CC(C1)C2 5-hexylnorbornene